C(C)(CC)OC1=C(C)C=CC=C1 ortho-sec-butoxytoluene